trans-(E)-4,5-epoxy-2-decenal C(\C=C\C1C(CCCCC)O1)=O